N1(CCCCC1)CCO 2-(piperidin-1-yl)ethan-1-ol